N-{bicyclo[1.1.1]pent-1-yl}-2,4-dioxo-1,3-dihydroquinazoline-6-sulfonamide C12(CC(C1)C2)NS(=O)(=O)C=2C=C1C(NC(NC1=CC2)=O)=O